The molecule is a member of the class of benzodioxoles that is paroxetine in which the piperidine hydrogen is substituted by a methyl group. It is a drug impurity of the antidepressant, paroxetine. It has a role as an apoptosis inducer, a serotonin uptake inhibitor and an impurity. It is a member of benzodioxoles, an aromatic ether, a member of piperidines, a tertiary amino compound and a member of monofluorobenzenes. It derives from a paroxetine. CN1CC[C@H]([C@@H](C1)COC2=CC3=C(C=C2)OCO3)C4=CC=C(C=C4)F